COC1N(CCOC1)C(=O)OCC1=CC=CC=C1 Benzyl 3-methoxymorpholine-4-carboxylate